FC1=CC=C(C=C1)CCCN(CC(=O)N)C1CCC(CC1)C1=CC2=C(NC(O2)=O)C=C1 2-{[3-(4-Fluorophenyl)propyl]-[4-(2-oxo-2,3-dihydro-benzoxazol-6-yl)-cyclohexyl]amino}acetamide